1-(benzyloxy)-4-iodo-2-isopropylbenzene C(C1=CC=CC=C1)OC1=C(C=C(C=C1)I)C(C)C